sodium 1-(3-dimethylaminopropyl)-3-ethylcarbodiimide hydrochloride Cl.CN(CCCN=C=NCC)C.[Na]